2-(4-Isopropoxyphenylamino)acethydrazide C(C)(C)OC1=CC=C(C=C1)NCC(=O)NN